N1C(=NC2=C1C=CC=C2)C2=NC1=CC=CC=C1N=C2 2-(1H-benzimidazol-2-yl)quinoxaline